C(C)(=O)N1C[C@@H]2[C@@H](C1)CN(C2)C2=CC=C(C(=N2)OC)C=2C=C1C(=CNC1=CC2Cl)C(=O)O 5-(6-((3aR,6aR)-5-acetylhexahydropyrrolo[3,4-c]pyrrol-2(1H)-yl)-2-methoxypyridin-3-yl)-6-chloro-1H-indole-3-carboxylic acid